1,2-epoxy-3-iso-propoxypropane C(C)(C)OCC1CO1